NC1CC2CCC(C1)N2C2=NC(=C1C(=N2)NN=C1C1=C(C(=CC=C1)Cl)Cl)C(=O)N 6-(Endo-3-amino-8-azabicyclo[3.2.1]oct-8-yl)-3-(2,3-dichlorophenyl)-1H-pyrazolo[3,4-d]pyrimidine-4-carboxamide